(l)-3,4-dimethylpyrazole phosphate P(=O)(O)(O)O.CC1=NNC=C1C